4-hydroxy-2,6-dimethyl-2,6-di(neohexanoyl-peroxyl)heptane OC(CC(C)(OOC(CC(C)(C)C)=O)C)CC(C)(OOC(CC(C)(C)C)=O)C